1-(2-methoxyphenylazo)-2-naphthol COC1=C(C=CC=C1)N=NC1=C(C=CC2=CC=CC=C12)O